CN1N=CC2=C1N(CCC2N2C(N(C1=NC(=NC=C1C2)NC2=CC=C(C=C2)N2CCN(CC2)C)C)=O)C(=O)OC(C)(C)C tert-butyl 1-methyl-4-[1-methyl-7-[4-(4-methylpiperazin-1-yl)anilino]-2-oxo-4H-pyrimido[4,5-d]pyrimidin-3-yl]-5,6-dihydro-4H-pyrazolo[3,4-b]pyridine-7-carboxylate